BrC1=NN(C(=C1)C)CC12CC3(CC(CC(C1)C3)(C2)C)C 3-bromo-1-((3,5-dimethyltricyclo[3.3.1.13,7]dec-1-yl)methyl)-5-methyl-1H-pyrazole